O=C1N(C(CCC1N1C(N(C2=C1C=CC=C2N2CCN(CC2)C(=O)OC(C)(C)C)C)=O)=O)COCC[Si](C)(C)C Tert-butyl 4-[1-(2,6-dioxo-1-{[2-(trimethylsilyl)ethoxy]methyl}piperidin-3-yl)-3-methyl-2-oxo-1,3-benzodiazol-4-yl]piperazine-1-carboxylate